C1(CCCCC1)C1=NC(=NC=C1)NCC1=C(C=NN1C)C1=CC=C(C(=N1)C)NC(=O)[C@@H]1[C@H](CCCC1)C(=O)O (1S,2S)-2-((6-(5-(((4-cyclohexylpyrimidin-2-yl)amino)methyl)-1-methyl-1H-pyrazol-4-yl)-2-methylpyridin-3-yl)carbamoyl)cyclohexane-1-carboxylic acid